3-[4-[7-[4-[(3R,5R)-5-[(5-bromo-1-methyl-6-oxo-pyridazin-4-yl)amino]-1-methyl-3-piperidyl]benzoyl]-2,7-diazaspiro[3.5]nonan-2-yl]-2-methyl-phenyl]piperidine-2,6-dione BrC1=C(C=NN(C1=O)C)N[C@@H]1C[C@@H](CN(C1)C)C1=CC=C(C(=O)N2CCC3(CN(C3)C3=CC(=C(C=C3)C3C(NC(CC3)=O)=O)C)CC2)C=C1